N-(4-fluorophenyl)azetidine-2-carboxamide FC1=CC=C(C=C1)NC(=O)C1NCC1